FC=1C(=NC=CC1)C1(CC=2C(=CN=C(C2C=N1)NC)C1=NN2C(C=CC(=C2)N2CCOCC2)=N1)N 6-(3-fluoropyridin-2-yl)-N1-methyl-4-(6-morpholinyl-[1,2,4]triazolo[1,5-a]pyridin-2-yl)-2,7-naphthyridine-1,6-diamine